N=1N(N=CC1)CC(=O)C=1C=CC(=C(C1)N1C(=NC2=CC=CC=C2C1=O)CCl)OC(C)C 3-(5-(2-(2H-1,2,3-Triazol-2-yl)acetyl)-2-isopropoxyphenyl)-2-(chloromethyl)quinazolin-4(3H)-one